ClC=1C=C(C=CC1Cl)C1=NN(C2=NC=NC(=C21)N)C(C)C 3-(3,4-dichlorophenyl)-1-isopropyl-1H-pyrazolo[3,4-d]pyrimidin-4-amine